5-chloro-1H-benzimidazole-2-carboxamide ClC1=CC2=C(NC(=N2)C(=O)N)C=C1